5-[4-(3,6-Dihydro-2H-pyran-4-yl)-3-methylphenyl]-3,6-dihydro-2H-1,3,4-oxadiazine O1CCC(=CC1)C1=C(C=C(C=C1)C1=NNCOC1)C